CC=1C=CC=C(CC2=NC3=CC=CC=C3C(N2)=O)C1 2-(5-methylbenzyl)quinazolin-4(3H)-one